N1=CN=CC=2C(CCCC12)=O quinazolin-5(7H)-one